FC1=C(N=C2C3C(C(CC2=C1C1=C2C=NNC2=CC=C1C)C3)(C)C)N3CC1(CN(C1)C(C=C)=O)CC3 1-(6-(5-fluoro-10,10-dimethyl-6-(5-methyl-1H-indazol-4-yl)-3-azatricyclo[7.1.1.02,7]undeca-2,4,6-trien-4-yl)-2,6-diazaspiro[3.4]octan-2-yl)-2-propen-1-one